3-((2-chloro-6-(morpholin-4-carbonyl)pyrimidin-4-yl)amino)pyrrolidine-1-carboxylic acid tert-butyl ester C(C)(C)(C)OC(=O)N1CC(CC1)NC1=NC(=NC(=C1)C(=O)N1CCOCC1)Cl